FC=1C(=C(C=CC1)C1=C(C2=C(CCC1)C=C(C=C2)O)C2=CC=C(C=C2)O[C@@H]2CN(CC2)CCCF)C 6-(3-fluoro-2-methyl-phenyl)-5-[4-[(3S)-1-(3-fluoropropyl)pyrrolidin-3-yl]oxyphenyl]-8,9-dihydro-7H-benzo[7]annulen-2-ol